N(=NC(C(=O)NCC=C)(C)C)C(C(=O)NCC=C)(C)C azobis(N-(2-propenyl)-2-methylpropionamide)